4-amino-N,1,7-trimethyl-N-((5-(trifluoromethyl)pyridin-2-yl)methyl)imidazo[1,5-a]quinoxaline-8-carboxamide NC=1C=2N(C3=CC(=C(C=C3N1)C)C(=O)N(CC1=NC=C(C=C1)C(F)(F)F)C)C(=NC2)C